tert-Butyl N-[(1S)-1-[[4-[1-(benzenesulfonyl)pyrrolo[2,3-b]pyridin-4-yl]phenyl]carbamoyl]-2-methyl-propyl]carbamate C1(=CC=CC=C1)S(=O)(=O)N1C=CC=2C1=NC=CC2C2=CC=C(C=C2)NC(=O)[C@H](C(C)C)NC(OC(C)(C)C)=O